[Si](C)(C)(C(C)(C)C)OCCN1CC2(CCC(C1)C2)N 3-{2-[(tert-butyldimethylsilyl)oxy]ethyl}-3-azabicyclo[3.2.1]octan-1-amine